2-hydroxy-N-(4-((3-methyl-5-(3,3,3-trifluoropropoxy)phenyl)amino)-5-(6-azaspiro[2.5]octan-6-yl)quinazolin-7-yl)ethane-1-sulfonamide OCCS(=O)(=O)NC1=CC(=C2C(=NC=NC2=C1)NC1=CC(=CC(=C1)OCCC(F)(F)F)C)N1CCC2(CC2)CC1